C1CSC(=NC#N)N1CC2=CN=C(C=C2)Cl The molecule is a nitrile that is cyanamide in which the hydrogens are replaced by a 1,3-thiazolidin-2-ylidene group which in turn is substituted by a (6-chloropyridin-3-yl)methyl group at the ring nitrogen. It has a role as a xenobiotic, an environmental contaminant and a neonicotinoid insectide. It is a member of thiazolidines, a nitrile and a monochloropyridine. It derives from a 2-chloropyridine and a cyanamide.